OC(=O)C(F)(F)F.CNC(=O)C1=NC=C(C=C1)O[C@@H]1[C@H](NC1)C N-methyl-5-{[(2r,3s)-2-methylazetidin-3-yl]oxy}pyridine-2-carboxamide TFA salt